1-methyl-7-oxo-6-((1-(((1r,3r)-3-((triisopropylsilyl)oxy)cyclobutyl)sulfonyl)cyclopropyl)methyl)-4,5,6,7-tetrahydro-1H-pyrazolo[3,4-c]pyridine-3-carboxylic acid CN1N=C(C2=C1C(N(CC2)CC2(CC2)S(=O)(=O)C2CC(C2)O[Si](C(C)C)(C(C)C)C(C)C)=O)C(=O)O